C(=C)OCCCCOC(CCCCC(=O)OCCCCOC=C)=O bis[4-(vinyl oxy)butyl]adipate